CN(NC)CC=1N(C2=CC=CC=C2C1)CCC(NC(C(NCCOCCOCCC(N(C(C(=O)[O-])C)C)=O)=O)CO)=O 19-(2-((1,2-dimethylhydrazinyl)methyl)-1H-indol-1-yl)-15-(hydroxymethyl)-2,3-dimethyl-4,14,17-trioxo-7,10-dioxa-3,13,16-triazanonadecan-1-oate